3-[2-(methoxymethoxy)phenyl]cinnoline COCOC1=C(C=CC=C1)C=1N=NC2=CC=CC=C2C1